BrC1=CC2=C(CCN3C(C=4N([C@@H]2C3)C=C(C(C4O)=O)C(=O)NCC4=C(C=C(C=C4F)F)F)=O)C=C1 |r| (13S)- and (13R)-11-bromo-4-hydroxy-3,5-dioxo-N-(2,4,6-trifluorobenzyl)-3,5,8,13-tetrahydro-7H-6,13-methanobenzo[g]pyrido[1,2-a][1,4]diazonine-2-carboxamide